C(C1=CC=CC=C1)N1C(C(OCC1)(F)F)=O 4-benzyl-2,2-difluoro-morpholin-3-one